N-[(3-nitro-4-{[(3R)-tetrahydro-2H-pyran-3-ylmethyl]amino}phenyl)sulfonyl]-2-(1H-pyrrolo[2,3-b]pyridin-5-yloxy)benzamide [N+](=O)([O-])C=1C=C(C=CC1NC[C@@H]1COCCC1)S(=O)(=O)NC(C1=C(C=CC=C1)OC=1C=C2C(=NC1)NC=C2)=O